tri(2,4-ditertiarybutylphenyl)phosphate C(C)(C)(C)C1=C(C=CC(=C1)C(C)(C)C)OP(=O)(OC1=C(C=C(C=C1)C(C)(C)C)C(C)(C)C)OC1=C(C=C(C=C1)C(C)(C)C)C(C)(C)C